4-amino-2-((methylthio)methyl)benzonitrile NC1=CC(=C(C#N)C=C1)CSC